C(C)(=O)O[C@@H]1C([C@@H]2CC[C@H]3[C@H]4[C@](CC[C@@H]3[C@]2(CC1)C)([C@H](CC4)[C@H](C)CCCC(OC(C)O)C4=C(C=CC=C4)F)C)=O (1R,3aS,3bS,5aR,7S,9aR,9bS,11aR)-1-[(2R)-6-(2-fluorophenyl)-6-[(1-hydroxyethyl)oxy]hexan-2-yl]-9a,11a-dimethyl-6-oxohexadecahydro-1H-cyclopenta[1,2-i]phenanthren-7-yl acetate